(S)-4-amino-N-(6-bromo-2,3-dihydrobenzofuran-3-yl)-N,1-dimethyl-1H-pyrazolo[4,3-c]Quinoline-8-carboxamide NC1=NC=2C=CC(=CC2C2=C1C=NN2C)C(=O)N(C)[C@@H]2COC1=C2C=CC(=C1)Br